2''-chloro-3-fluoro-5''-methoxy-2-oxo-2H-[1,2':4',4''-terpyridine]-5'-carboxylic acid ClC1=NC=C(C(=C1)C1=CC(=NC=C1C(=O)O)N1C(C(=CC=C1)F)=O)OC